C(C)(C)(C)OC(=O)N1CC(C1)N1N=C(C=C1Cl)N 3-(3-amino-5-chloro-pyrazol-1-yl)azetidine-1-carboxylic acid tert-butyl ester